BrC=1C=C(C(=O)NC(C)C2=NC=CN=C2N2N=CC=N2)C=C(C1)OC(F)(F)F 3-bromo-N-[1-[3-(triazol-2-yl)pyrazin-2-yl]ethyl]-5-(trifluoromethoxy)benzamide